7'-methyl-1',1'-dioxidospiro[cyclopropane-1,4'-pyrido[2,3-b][1,4,5]oxathiazepin] CC=1C=CC2=C(OC3(C=NS2(=O)=O)CC3)N1